OC=1C=C(C(C(=O)OC)=CC1I)C(=O)OC Dimethyl 4-hydroxy-5-iodophthalate